COC(C(C)(C)N=NC(C(=O)OC)(C)C)=O dimethyl-2,2'-azobis-(2-methyl propionate)